(4R,8S)-5-(allyloxy)-1-methyl-6-oxo-4,5,6,8-tetrahydro-1H-4,7-methanopyrazolo[3,4-e][1,3]Diazepine-8-carboxylic acid methyl ester COC(=O)[C@H]1N2C(N([C@H](C3=C1N(N=C3)C)C2)OCC=C)=O